FC(C=1N=COC1C=O)(F)F (4-(trifluoromethyl)oxazol-5-yl)methanone